5-([1,1'-biphenyl]-4-yloxy)pentyl-acrylic acid C1(=CC=C(C=C1)OCCCCCC(C(=O)O)=C)C1=CC=CC=C1